ClC1=CC=C(CC(C(=O)OCC)C(C)=O)C=C1 (E)-ethyl 2-(4-chlorobenzyl)-3-oxobutyrate